C1(=CC=CC=C1)C=1[Si](C(=C(C1C1=CC=CC=C1)C1=CC=CC=C1)C1=CC=CC=C1)(C)C 2,3,4,5-tetraphenyl-1,1-dimethylsilole